FC(C=1C=CC(=NC1)N)(F)F 5-(trifluoromethyl)pyridin-2-amine